3-(3-Chloro-4-fluorophenyl)-1-(1-(6-methoxy-1-oxo-1,2-dihydroisoquinolin-4-yl)ethyl)-1-methylurea ClC=1C=C(C=CC1F)NC(N(C)C(C)C1=CNC(C2=CC=C(C=C12)OC)=O)=O